C(N)(=N)C=1C=C(SC1)CNC(=O)[C@H]1N(CC2(C1)CCCC2)C(CNC(C2=CC(=C(C=C2)OC2=CC=CC=C2)C)=O)=O (S)-N-((4-carbamimidoylthiophen-2-yl)methyl)-2-(2-(3-methyl-4-phenoxybenzamido)acetyl)-2-azaspiro[4.4]nonane-3-carboxamide